N[C@@H]1C2=CC=CC=C2CC12CCN(CC2)C=2C(=NC(=CN2)SC2=NC(=NC=C2)N)CO (S)-(3-(1-amino-1,3-dihydrospiro[inden-2,4'-piperidin]-1'-yl)-6-((2-aminopyrimidin-4-yl)thio)pyrazin-2-yl)methanol